ClC=1C=C(C=C(C1)S(=O)(=O)C)NC(=O)C=1SC(=C(C1)C1=NC=C(C=N1)OC(F)F)C N-(3-chloro-5-(methylsulfonyl)phenyl)-4-(5-(difluoromethoxy)pyrimidin-2-yl)-5-methylthiophene-2-carboxamide